ClC=1C(=C(C(=CC1)C(F)F)C1=NC(=NC(=C1)OCC1=CC=C(C=C1)OC)SC)F 4-(3-Chloro-6-(difluoromethyl)-2-fluorophenyl)-6-((4-methoxybenzyl)oxy)-2-(methylthio)pyrimidine